C1(CC1)NC=1SC(=C(N1)C1=CC=CC=C1)OC1=CC(=NC=C1)NC=1C=C(C(=O)O)C=CC1 3-((4-((2-(Cyclopropylamino)-4-phenylthiazol-5-yl)oxy)pyridin-2-yl)amino)benzoic acid